CC1(CN(C1)CCOC1=CC=2N(C=C1)C(=CN2)C2=NC=NC(=C2)NCC2=CC=C(C=C2)C=2C=NN(C2)C)C#N 3-methyl-1-[2-(3-{6-[4-(1-methyl-1H-pyrazol-4-yl)-benzylamino]-pyrimidin-4-yl}-imidazo[1,2-a]Pyridin-7-yloxy)-ethyl]-azetidine-3-Nitrile